ClC1=NC(=NC(=N1)Cl)N(CC(CCCC)CC)CC(CCCC)CC 2,4-dichloro-6-bis(2-ethylhexyl)amino-1,3,5-triazine